3-((3-Fluoro-4-((2-(trifluoromethyl)pyridin-4-yl)oxy)benzyl)oxy)-1-oxo-1H,6H,9H-7,8a-methanopyrrolo[1',2':3,4]imidazo[1,2-c]pyrimidine-7(8H)-carboxylic acid FC=1C=C(COC=2C=C3N(C(N2)=O)CC24N3CC(C2)(C4)C(=O)O)C=CC1OC1=CC(=NC=C1)C(F)(F)F